5-(2-fluoropyridin-3-yl)-1H-indazole-3-carboxylic acid FC1=NC=CC=C1C=1C=C2C(=NNC2=CC1)C(=O)O